4-amino-5-(3-amino-4-mercaptophenyl)-4H-1,2,4-triazole-3-thiol NN1C(=NN=C1C1=CC(=C(C=C1)S)N)S